dioleoyl-ethyl-phosphorylcholine C(CCCCCCC\C=C/CCCCCCCC)(=O)C(C(O)=P(=O)CC)([N+](C)(C)C)C(CCCCCCC\C=C/CCCCCCCC)=O